6-((1-(4-(2-(2-aminopyridin-3-yl)-3H-imidazo[4,5-b]pyridin-3-yl)benzyl)piperidin-4-yl)amino)pyrimidine-4-carbonitrile NC1=NC=CC=C1C1=NC=2C(=NC=CC2)N1C1=CC=C(CN2CCC(CC2)NC2=CC(=NC=N2)C#N)C=C1